O=C1OC(C2=C(N1)C=C(C=C2)C(=O)OC(C)(C)C)=O tert-butyl 2,4-dioxo-1,4-dihydro-2H-benzo[d][1,3]oxazine-7-carboxylate